FC=1C=CC2=C(NC(=NS2(=O)=O)NCC=2C=NC(=NC2)OC)C1[C@@H](C)C1=C(C=CC=C1)F (S)-6-fluoro-5-(1-(2-fluorophenyl)ethyl)-3-(((2-methoxypyrimidin-5-yl)methyl)amino)-4H-benzo[e][1,2,4]thiadiazine 1,1-dioxide